C(C)(C)(C)OC(=O)N1CCN(CC1)C=1C2=C(N=CN1)C=CC(=N2)C=2C=NC(=C(C2)NS(=O)(=O)C2=C(C=C(C=C2)F)Cl)OC 4-(6-(5-((2-chloro-4-fluorophenyl)sulphonylamino)-6-methoxypyridin-3-yl)pyrido[3,2-d]pyrimidin-4-yl)piperazine-1-carboxylic acid tert-butyl ester